3-((4-toluenesulfonyloxy)(imino))butan-2-one CC1=CC=C(C=C1)S(=O)(=O)ON=C(C(C)=O)C